(2-methyl-2H-tetrazol-5-yl)-5-(4,4,5,5-tetramethyl-1,3,2-dioxaborolan-2-yl)pyridine CN1N=C(N=N1)C1=NC=C(C=C1)B1OC(C(O1)(C)C)(C)C